N-{[1-(6-{[(2,6-diisopropylphenyl)amino]methyl}pyridin-2-yl)-2-naphthyl]methyl}naphthalen-1-amine C(C)(C)C1=C(C(=CC=C1)C(C)C)NCC1=CC=CC(=N1)C1=C(C=CC2=CC=CC=C12)CNC1=CC=CC2=CC=CC=C12